Tert-butyl (3S)-3-[[(E)-N'-[(E)-3,3,3-trifluoro-1-[6-[(3S)-3-hydroxy-3-(trifluoromethyl) pyrrolidine-1-carbonyl]-1H-indol-3-yl] prop-1-enyl] carbamimidoyl]amino]piperidine-1-carboxylat FC(/C=C(\C1=CNC2=CC(=CC=C12)C(=O)N1C[C@@](CC1)(C(F)(F)F)O)/N=C(\N)/N[C@@H]1CN(CCC1)C(=O)OC(C)(C)C)(F)F